C(CCCCCCCCCCCCCCCCC)OC(C=CC1=CC(=C(C(=C1)C(C)(C)C)O)C(C)(C)C)=O octadecyl-3,5-di-tert-butyl-4-hydroxycinnamate